1-(4-{[4-(2,3-dimethylquinoxalin-6-yl)-5-fluoropyrimidin-2-yl]amino}phenyl)-3-benzylurea CC1=NC2=CC=C(C=C2N=C1C)C1=NC(=NC=C1F)NC1=CC=C(C=C1)NC(=O)NCC1=CC=CC=C1